C(C)(C)(C)OC(=O)N1CCC(CC1)=C(Br)Br 4-(dibromomethylene)piperidine-1-carboxylic acid tert-butyl ester